OCC1(COCC1)C1=CC(=NC(=C1)S(=O)(=O)C)NC1=CC(=NC=C1C=1N=C2N(C=CC=N2)C1)NC(C)=O N-(4-((4-(3-(hydroxymethyl)tetrahydrofuran-3-yl)-6-(methylsulfonyl)pyridin-2-yl)amino)-5-(imidazo[1,2-a]pyrimidin-2-yl)pyridin-2-yl)acetamide